C1(CCCC1)NC(=O)N1CCN(CC1)C1=NC(=NC(=C1)N(CC=1C=NC=CC1)C)NC=1SC(=C(N1)C)C(=O)OCC 2-[[4-[4-(cyclopentylaminocarbonyl)-1-piperazinyl]-6-[N-methyl-N-(3-pyridylmethyl)amino]-2-pyrimidinyl]amino]-4-methyl-5-thiazolecarboxylic acid, ethyl ester